F[C@H]1C[C@H](N(C1)C(CN1C[C@@H](CC1)NC1=C2C=CC=NC2=C(C=C1)C(F)(F)F)=O)C#N (2S,4S)-4-fluoro-1-[2-[(3R)-3-[[8-(trifluoromethyl)-5-quinolyl]amino]pyrrolidin-1-yl]acetyl]pyrrolidine-2-carbonitrile